1-[3-(4-Bromo-2-methyl-2H-pyrazol-3-yl)-4-methoxy-phenyl]-3-(4-chloro-phenyl)-thiourea BrC1=C(N(N=C1)C)C=1C=C(C=CC1OC)NC(=S)NC1=CC=C(C=C1)Cl